CC1(CC=2C(CCCC2CC1C)(C)C)CC(=O)CC1(CC=2C(CCCC2CC1C)(C)C)C 2,3,8,8-tetramethyl-1,2,3,4,5,6,7,8-octahydro-2-naphthalenylmethyl ketone